Cl.C(C)C1=CC(=NO1)C=1C=C2CCC(C2=CC1)N 5-(5-ethylisoxazol-3-yl)-2,3-dihydro-1H-inden-1-amine hydrochloride